FC1=C(C(=C(C=C1OC)OC)F)N1C(N(C2=C(C1)C=NC(=C2)C=2C(=NN(C2)C)C)CC2=CC1=C(N(N=N1)C)C=C2)=O 3-(2,6-difluoro-3,5-dimethoxyphenyl)-7-(1,3-dimethyl-1H-pyrazol-4-yl)-1-((1-methyl-1H-benzo[d][1,2,3]triazol-5-yl)methyl)-3,4-dihydropyrido[4,3-d]pyrimidin-2(1H)-one